C(CCCC(=O)OCC(COC(CCCC(=O)OCC\C=C/CCCCC)=O)(COC(CCCC(=O)OCC\C=C/CCCCC)=O)CO)(=O)OCC\C=C/CCCCC O5-[2-(hydroxymethyl)-3-[5-[(Z)-non-3-enoxy]-5-oxo-pentanoyl]oxy-2-[[5-[(Z)-non-3-enoxy]-5-oxopentanoyl]oxymethyl]propyl] O1-[(Z)-non-3-enyl] pent-anedioate